CC1=C(C(=O)NC=2SC(=CN2)C2=CC=CC=C2)C=CC=C1 2-methyl-N-(5-phenylthiazol-2-yl)benzamide